CC=1C=NC(=NC1)COC1=CC=C(CC2=NOC(=C2)C=2C(=NC=CC2)N)C=C1 3-(3-(4-((5-methylpyrimidin-2-yl)methoxy)benzyl)isoxazol-5-yl)pyridin-2-amine